O(C1[C@H](O)[C@@H](O)[C@H](O)CO1)C1=CC(=CC(=C1)C=CC1=CC=C(C=C1)O)O 3-hydroxy-5-[2-(4-hydroxy-phenyl)ethenyl]phenyl xylopyranoside